O=C1NC(CC[C@H]1N1C(N(C2=C1C=CC(=C2)N2CCN(CC2)C(=O)OC(C)(C)C)C)=O)=O tert-butyl (R)-4-(1-(2,6-dioxopiperidin-3-yl)-3-methyl-2-oxo-2,3-dihydro-1H-benzo[d]imidazol-5-yl)piperazine-1-carboxylate